OC1(CCC(CC1)C(O)(C)C)C 4-Hydroxy-α,α,4-trimethylcyclohexanemethanol